S1C(=NC=C1)NC(=O)[C@@H]1CC12CCN(CC2)C(=O)OC(C(F)(F)F)C(F)(F)F |r| 1,1,1,3,3,3-Hexafluoropropan-2-yl (±)-1-(thiazol-2-ylcarbamoyl)-6-azaspiro[2.5]octan-6-carboxylat